C1(CC1)NC(C1=C(C=C(C=C1OC)C1=CN=C2N1C=CC(=C2)C(C)N(C)CCO)OC(F)F)=O N-cyclopropyl-2-(difluoromethoxy)-4-[7-[1-[2-hydroxyethyl(methyl)amino]ethyl]imidazo[1,2-a]pyridin-3-yl]-6-methoxybenzamide